2-(propylamino)acetic acid tert-butyl ester C(C)(C)(C)OC(CNCCC)=O